NC1=NC=2C=CC(=CC2C2=C1N(N=C2)C)C(=O)N([C@@H]2COCC1=NC(=CC=C12)C(F)(F)F)C 4-amino-N,3-dimethyl-N-((5S)-2-(trifluoromethyl)-5,8-dihydro-6H-pyrano[3,4-b]pyridin-5-yl)-3H-pyrazolo[3,4-c]quinoline-8-carboxamide